1,3,11-dodecenetriol C(=CC(CCCCCCCC(C)O)O)O